C1CCO1 (trimethylene) ether